N-(tert-butyl)-3-(dispiro[cyclopropane-1,1'-cyclohexane-4',3''-indoline]-1''-carbonyl)benzenesulfonamide C(C)(C)(C)NS(=O)(=O)C1=CC(=CC=C1)C(=O)N1CC2(C3=CC=CC=C13)CCC1(CC2)CC1